tert-butyl 6-(methoxy(methyl) carbamoyl)-2-azaspiro[3.3]heptane-2-carboxylate CON(C(=O)C1CC2(CN(C2)C(=O)OC(C)(C)C)C1)C